CC1C=2C=CC=3C=CN(CCCCCC4CC4C(N1)=O)C3N2 2-methyl-3,13,19-triazatetracyclo[11.5.2.0^{5,7}.0^{16,20}]icosa-1(19),14,16(20),17-tetraen-4-one